N-(7-bromo-4-oxo-3,4-dihydropyrido[3,2-d]pyrimidin-2-yl)acetamide BrC1=CC=2N=C(NC(C2N=C1)=O)NC(C)=O